methyl 4-amino-1H-pyrrolo[2,3-b]pyridine-5-carboxylate NC1=C2C(=NC=C1C(=O)OC)NC=C2